NC1=C(C=C(C=C1C(=O)N)C1CCC(CC1)Br)C1=CC=C(C=C1)S(N)(=O)=O 2-amino-5-(4-bromocyclohexyl)-4'-sulfamoyl-[1,1'-biphenyl]-3-carboxamide